N-[1-{5-[2-(aminomethyl)phenyl]thiophen-2-yl}ethyl]-6,7-dimethoxy-2-methylquinazolin-4-amine NCC1=C(C=CC=C1)C1=CC=C(S1)C(C)NC1=NC(=NC2=CC(=C(C=C12)OC)OC)C